N(=[N+]=[N-])CC=1C=C(C=2C(C3=C(C=CC=C3C(C2C1)=O)O)=O)O 3-(azidomethyl)-1,8-dihydroxyanthracene-9,10-dione